6-formyl-N-(5-methylpyridin-2-yl)-2H-pyrido[3,2-b][1,4]Oxazine-4(3H)-carboxamide C(=O)C=1C=CC=2OCCN(C2N1)C(=O)NC1=NC=C(C=C1)C